4,4'-bis(chloromethyl)-benzophenone ClCC1=CC=C(C(=O)C2=CC=C(C=C2)CCl)C=C1